(3r,6s)-6-(((methylsulfonyl)methoxy)methyl)tetrahydro-2H-pyran-3-amine hydrochloride Cl.CS(=O)(=O)COC[C@@H]1CC[C@H](CO1)N